5-(bromomethyl)-6-chloro-2,2-difluoro-1,3-benzodioxole BrCC1=CC2=C(OC(O2)(F)F)C=C1Cl